CC1(CC(C1)NC(C=C)=O)OC=1C=2N(C=C(N1)C=1C=NN(C1)C)N=CC2 N-((1s,3s)-3-methyl-3-((6-(1-methyl-1H-pyrazol-4-yl)pyrazolo[1,5-a]pyrazin-4-yl)oxy)cyclobutyl)acrylamide